6-((3-(4-(3-(6-(cyclopropanecarboxamido)-1-((2,4-dimethoxybenzyl)amino)-2,7-naphthyridin-4-yl)-2-methoxyphenyl)-1H-pyrazol-1-yl)azetidin-1-yl)methyl)picolinic acid C1(CC1)C(=O)NC=1C=C2C(=CN=C(C2=CN1)NCC1=C(C=C(C=C1)OC)OC)C=1C(=C(C=CC1)C=1C=NN(C1)C1CN(C1)CC1=CC=CC(=N1)C(=O)O)OC